FC1=C(C(=O)N[C@@H](C(=O)N2CCC3(C(CN(C3=O)C)C3=CC=CC=C3)CC2)C(C)C)C=C(C=C1)OC 2-fluoro-5-methoxy-N-((2R)-3-methyl-1-(2-methyl-1-oxo-4-phenyl-2,8-diazaspiro[4.5]decan-8-yl)-1-oxobutan-2-yl)benzamide